(2-(3,8-diazabicyclo[3.2.1]octan-8-yl)-6,7-dihydrothiazolo[5,4-c]pyridin-5(4H)-yl)(4-(difluoromethyl)phenyl)methanone C12CNCC(CC1)N2C=2SC=1CN(CCC1N2)C(=O)C2=CC=C(C=C2)C(F)F